titanium-boron [B].[Ti]